benzylidene(1,3-bis-mesitylimidazolidin-2-ylidene)(tricyclohexylphosphine) ruthenium dichloride [Ru](Cl)Cl.C(C1=CC=CC=C1)=C1C(C(CCC1)P(C1CCCCC1)C1CCCCC1)=C1N(CCN1C1=C(C=C(C=C1C)C)C)C1=C(C=C(C=C1C)C)C